5-Chloro-1,3-benzenedihydrazide ClC=1C=C(C=C(C1)C(=O)NN)C(=O)NN